N1=CC(=CC=C1)C1CN(CCO1)C(CC=1C=NC(=CC1)C(F)(F)F)=O 1-[2-(3-pyridyl)morpholin-4-yl]-2-[6-(trifluoromethyl)-3-pyridyl]ethanone